NC1=NC=NN2C1=C(C=C2CC)C2=CC=C(C=C2)NC(=O)C=2C(N(C=1CCCC(C1C2)=O)C2=CC=C(C=C2)F)=O N-[4-(4-Amino-7-ethylpyrrolo[2,1-f][1,2,4]triazin-5-yl)phenyl]-1-(4-fluorophenyl)-2,5-dioxo-1,2,5,6,7,8-hexahydroquinoline-3-carboxamide